ClC=1C=C(CC[C@@]2(CN(CCC2)C2=CC(=C(C(=C2)F)S(=O)(=O)NC2=NC=NC=C2)F)N(C)C)C=CC1C(F)(F)F (R)-4-(3-(3-chloro-4-(trifluoromethyl)phenethyl)-3-(dimethylamino)piperidin-1-yl)-2,6-difluoro-N-(pyrimidin-4-yl)benzenesulfonamide